C(#N)C1=NC2=CC(=CC(=C2N=C1N1CCN(CC1)C1=CC=C(C2=CC(=CC=C12)O)C#N)[C@@H](C)NC1=C(C(=O)O)C=CC=C1)C (R)-2-((1-(2-cyano-3-(4-(4-cyano-6-hydroxynaphthalen-1-yl)piperazin-1-yl)-7-methylquinoxalin-5-yl)ethyl)amino)benzoic acid